6-(3-cyanopyrrolo[1,2-b]pyridazin-7-yl)-N-((R)-2-fluoro-3-hydroxy-3-methylbutyl)-4-(((1r,4R)-4-(pyridin-3-yl)cyclohexyl)amino)nicotinamide C(#N)C1=CC=2N(N=C1)C(=CC2)C2=NC=C(C(=O)NC[C@H](C(C)(C)O)F)C(=C2)NC2CCC(CC2)C=2C=NC=CC2